BrC1=CN(C2=CC=CC=C12)C(=O)NCC1=CC=C(C=C1)S(=O)(=O)N1CCCCC1 3-bromo-N-(4-(piperidin-1-ylsulfonyl)benzyl)-1H-indole-1-carboxamide